(1S,2S)-N-(7-chloro-6-(1-((3S,4S)-4-hydroxytetrahydrofuran-3-yl)piperidin-4-yl)isoquinolin-3-yl)-5-oxaspiro[2.4]heptane-1-carboxamide ClC1=C(C=C2C=C(N=CC2=C1)NC(=O)[C@H]1CC12COCC2)C2CCN(CC2)[C@H]2COC[C@H]2O